N1N=CC(=C1)C1=CC=C(C=C1)NC=1C2=C(N=C(N1)C=1C=CC3=C(SC(=C3)C(=O)N3CC(C3)(F)F)C1)C=CS2 (6-(4-((4-(1H-pyrazol-4-yl)phenyl)-amino)thieno-[3,2-d]-pyrimidin-2-yl)benzo[b]-thiophen-2-yl)(3,3-difluoro-azetidin-1-yl)methanone